OC1=CC=C(C=C1)N1CCN(CC1)C(CC1=CC=C(C=C1)OCCOC)=O 1-[4-(4-Hydroxyphenyl)-piperazin-1-yl]-2-[4-(2-methoxyethoxy)-phenyl]-ethanone